COC1=C(C=C(C(=C1)N1CCN(CC1)C)C=1C=NN(C1)C)NC=1N=C(C2=C(N1)NC=C2)NC2=CC=C(C(=C2P(C)(C)=O)C)C (6-((2-((2-methoxy-5-(1-methyl-1H-pyrazol-4-yl)-4-(4-methylpiperazin-1-yl)phenyl)amino)-7H-pyrrolo[2,3-d]pyrimidin-4-yl)amino)-2,3-dimethylphenyl)dimethylphosphine oxide